OC=1C=C(C(=O)OCCOC(C2=CC(=C(C(=C2)O)O)O)=O)C=C(C1O)O ethylene glycol e-bis(3,4,5-trihydroxybenzoate)